C(C)(C)(C)OC(=O)N\C(\C(=O)OC)=C/[C@@H]1OC(CC1)(C)C Methyl (Z)-2-(tert-butoxycarbonylamino)-3-[(2R)-5,5-dimethyltetrahydrofuran-2-yl]prop-2-enoate